Cl.C1CNC[C@H]2N1C1=C(OC2)C=C(C=C1)NC1C(NC(CC1)=O)=O 3-(((R)-1,2,3,4,4a,5-hexahydrobenzo[b]pyrazino[1,2-d][1,4]oxazin-8-yl)amino)piperidine-2,6-dione hydrochloride salt